3-(4-((1R,5S)-3,8-diazabicyclo[3.2.1]octan-3-yl)-5,7-difluoro-1-oxoisoindoline-2-yl)piperidine-2,6-dione [C@H]12CN(C[C@H](CC1)N2)C2=C1CN(C(C1=C(C=C2F)F)=O)C2C(NC(CC2)=O)=O